C(C)(C)(C)P(C1=C(C=CC=C1)C1=CC=CC=C1)C(C)(C)C 2-(di-tert-butyl)phosphinobiphenyl